4-(3-(1',2'-Dihydrospiro[cyclopropane-1,3'-pyrrolo[2,3-b]pyridin]-5'-yl)phenyl)morpholin-3-one N1CC2(C=3C1=NC=C(C3)C=3C=C(C=CC3)N3C(COCC3)=O)CC2